3-(2,4-dichlorophenyl)-7-iodo-3,4-dihydroacridine-1,9(2H,10H)-dione ClC1=C(C=CC(=C1)Cl)C1CC(C=2C(C3=CC(=CC=C3NC2C1)I)=O)=O